4-((1H-imidazol-1-yl)methyl)-1-(2-(naphthalen-1-yl)ethyl)-1H-1,2,3-triazole N1(C=NC=C1)CC=1N=NN(C1)CCC1=CC=CC2=CC=CC=C12